1,2-dimorpholino-ethane O1CCN(CC1)CCN1CCOCC1